C(C)OC1=NC(=NC(=C1)C)C1=CC(=C(C(=C1)F)N1CCC(CC1)CC(=O)O)F 2-[1-[4-(4-ethoxy-6-methyl-pyrimidin-2-yl)-2,6-difluoro-phenyl]-4-piperidinyl]acetic acid